(3R)-N-cyclopropyl-N-[(2,4-dimethoxyphenyl)methyl]-1-(2-nitrophenyl)sulfonyl-piperidin-3-amine C1(CC1)N([C@H]1CN(CCC1)S(=O)(=O)C1=C(C=CC=C1)[N+](=O)[O-])CC1=C(C=C(C=C1)OC)OC